styrene diethyl-phosphonate C(C)OP(OCC)=O.C=CC1=CC=CC=C1